5-(o-fluorophenyl)-2-methyl-1,2-dihydro-3H-pyrazol-3-one FC1=C(C=CC=C1)C1=CC(N(N1)C)=O